COC=1C=CC=C2C(=CNC12)C1=CC(CCC1)=O 3-(7-methoxy-1H-indol-3-yl)cyclohex-2-enone